BrC1=CC=CC(=N1)NC(=O)[C@H]1N(C2CC2(C1)COC)C(=O)OC(C)(C)C (3S)-tert-Butyl 3-(6-bromopyridin-2-ylcarbamoyl)-5-(methoxymethyl)-2-azabicyclo[3.1.0]hexane-2-carboxylate